C(C)(C)(C)OC(=O)NCCN1C(=CC(=C1C)I)C(=O)OCC Ethyl 1-[2-(tert-Butoxycarbonylamino) ethyl]-4-iodo-5-methyl-pyrrole-2-carboxylate